2-(2-allyloxynaphthalen-1-yl)-2,3-dihydroquinazolin-4(1H)-one C(C=C)OC1=C(C2=CC=CC=C2C=C1)C1NC2=CC=CC=C2C(N1)=O